4-((2'S,3S,4'S,5'R)-5-chloro-4'-(2-chlorophenyl)-2'-neopentyl-1-(3-nitrobenzyl)spiro[indoline-3,3'-pyrrolidine]-5'-carboxamido)-3-methoxybenzoic acid ClC=1C=C2C(=CC1)N(C[C@@]21[C@@H](N[C@H]([C@@H]1C1=C(C=CC=C1)Cl)C(=O)NC1=C(C=C(C(=O)O)C=C1)OC)CC(C)(C)C)CC1=CC(=CC=C1)[N+](=O)[O-]